6-cyclopropyl-5-fluoropyridin-2-amine C1(CC1)C1=C(C=CC(=N1)N)F